BrCC1=C(C=CC=C1)OC 1-(Bromomethyl)-2-methoxybenzene